C(C1=CC=CC=C1)SC1=C(C=C(C(=O)OCC)C=C1)F ethyl 4-(benzylthio)-3-fluorobenzoate